(S)-2-[4-chloro-2-(1,1-difluoroethyl)phenoxy]-4-pentynoic acid ClC1=CC(=C(O[C@H](C(=O)O)CC#C)C=C1)C(C)(F)F